FC1=CC(=CC2=C1N=C(O2)C)N 4-fluoro-2-methyl-1,3-benzoxazol-6-amine